(R,E)-N-(1-(3,4-dimethoxyphenyl)ethyl)-3-(4-(3-(N,N-dimethylsulfamoyl)phenyl)-1H-pyrrolo[2,3-b]pyridin-3-yl)acrylamide COC=1C=C(C=CC1OC)[C@@H](C)NC(\C=C\C1=CNC2=NC=CC(=C21)C2=CC(=CC=C2)S(N(C)C)(=O)=O)=O